N1=C(C=CC=C1)C(C1=NC=CC=C1)NCC1=NC=CC(=C1)C(=O)OCC 2-(bis(2-pyridyl)methylamino)methyl-4-ethoxycarbonylpyridine